4-((3,4-difluorophenyl)amino)-1H-1,2,3-triazole FC=1C=C(C=CC1F)NC=1N=NNC1